NC1=NC=2C=C(C=CC2C2=C1COC2)CN(C(=O)C=2C=NC(=NC2)C2CC2)C2=C(C=C(C=C2)F)C#N N-({4-amino-1H,3H-furo[3,4-c]quinolin-7-yl}methyl)-N-(2-cyano-4-fluoro-phenyl)-2-cyclopropylpyrimidine-5-carboxamide